N-[1-(3-chloro-5-cyclopropyl-2-pyridyl)azetidin-3-yl]-3,4-dimethyl-pyrimido[4',5':4,5]thieno[2,3-c]pyridazin-8-amine ClC=1C(=NC=C(C1)C1CC1)N1CC(C1)NC1=NC=NC2=C1SC=1N=NC(=C(C12)C)C